FC(C(=O)O)(F)F.FC1=C(C=CC(=C1)F)S(=O)(=O)NC=1C(=NC=C(C1)N1N=C2N=CN=C(C2=C1)N1CCNCC1)OC 2,4-difluoro-N-(2-methoxy-5-(4-(piperazin-1-yl)-2H-pyrazolo[3,4-d]pyrimidin-2-yl)pyridin-3-yl)benzenesulfonamide trifluoroacetate